6-{4-[(6-methoxypyridin-3-yl)oxy]piperidin-1-yl}-5-methyl-N-[(1R)-1,2,3,4-tetrahydronaphthalen-1-yl]pyridazine-3-carboxamide COC1=CC=C(C=N1)OC1CCN(CC1)C1=C(C=C(N=N1)C(=O)N[C@@H]1CCCC2=CC=CC=C12)C